C(=O)(C=C)N[C@@H](CC1=CC=C(C=C1)O)C(=O)O N-acryl-tyrosine